N(=NC(C(=O)N)(C)C)C(C(=O)N)(C)C azobis(2-methylpropionamide)